FC=1C=NC=CC1CC(=O)C1=NC=CC=C1 2-(3-fluoropyridin-4-yl)-1-(pyridin-2-yl)ethan-1-one